C(C=C)(=O)N1C(CN(CC1)C1=NC(=NC=2CC(CCC12)N1CCC2=CC(=CC=C12)C)OCCN(C)C)CC#N 2-(1-acryloyl-4-(2-(2-(dimethylamino)ethoxy)-7-(5-methylindolin-1-yl)-5,6,7,8-tetrahydroquinazolin-4-yl)piperazin-2-yl)acetonitrile